trans-N-(4-aminocyclohexyl)-6-methyl-3-phenyladamantane-1-carboxamide N[C@@H]1CC[C@H](CC1)NC(=O)C12CC3(CC(C(C(C1)C3)C)C2)C2=CC=CC=C2